C(C)C=1C=CC(=C(C1)S(=O)(=O)NC1=NOC2=C1C=CC=C2C(=O)N(C)C)OC 3-(5-ethyl-2-methoxyphenylsulphonamido)-N,N-dimethylbenzo[d]isoxazole-7-carboxamide